4-(1-cyclopropyl-5-(2,6-dimethylphenoxy)-2-oxo-1,2-dihydropyridin-4-yl)-2-(2,4-difluorophenyl)-6-methyl-1,6-dihydro-7H-pyrrolo[2,3-c]pyridin-7-one C1(CC1)N1C(C=C(C(=C1)OC1=C(C=CC=C1C)C)C=1C2=C(C(N(C1)C)=O)NC(=C2)C2=C(C=C(C=C2)F)F)=O